CC1=C(C(=CC=C1)C)C1=NC=2NS(C=3C=CC=C(C(N(CC(OC(=C1)N2)C2=CC=C(C=C2)C2=CC=NC=C2)C)=O)C3)(=O)=O 6-(2,6-dimethylphenyl)-12-methyl-2,2-dioxo-10-[4-(4-pyridyl)phenyl]-9-oxa-2λ6-thia-3,5,12,19-tetrazatricyclo[12.3.1.14,8]nonadeca-1(18),4(19),5,7,14,16-hexaen-13-one